(S)-5-(4-FLUOROPHENYL)-N1,N1-DIMETHYLPENTANE-1,3-DIAMINE FC1=CC=C(C=C1)CC[C@@H](CCN(C)C)N